C(C1=CC=CC=C1)(=O)O[C@H]1[C@H](O[C@@H]([C@@H]([C@@H]1OC(C1=CC=CC=C1)=O)OC(C1=CC=CC=C1)=O)CO)SCCC=C (2R,3R,4S,5S,6R)-2-(but-3-en-1-ylthio)-6-(hydroxymethyl)tetrahydro-2H-pyran-3,4,5-triyl tribenzoate